N1C=NC2=C1C=CC=C2N2C[C@@H](OCC2)C(C)C (S)-4-(1H-benzo[d]imidazol-4-yl)-2-iso-propylmorpholine